CN(CCCOC1=C(C=C(C=C1)NC(=O)NC1=C(C=C(C=C1)F)O)C=1N(N=CC1F)C)C 1-[4-(3-Dimethylamino-propoxy)-3-(4-fluoro-2-methyl-2H-pyrazol-3-yl)-phenyl]-3-(4-fluoro-2-hydroxy-phenyl)-urea